COC1=CC=C(C=N1)C1=CN(C2=NC=C(C=C21)C=2C=NN(C2)C2CCNCC2)S(=O)(=O)C2=CC=C(C)C=C2 3-(6-methoxypyridin-3-yl)-5-(1-(piperidin-4-yl)-1H-pyrazol-4-yl)-1-tosyl-1H-pyrrolo[2,3-b]pyridine